1-(5-(4-cyanothiophen-2-yl)-1H-indol-3-yl)-3-(4-(trifluoromethyl)phenyl)urea C(#N)C=1C=C(SC1)C=1C=C2C(=CNC2=CC1)NC(=O)NC1=CC=C(C=C1)C(F)(F)F